C(C)(C)(C)OC(=O)N1C2=C(OCC1)C=CC(=N2)C2=NC(=CC=C2)C 6-(6-methylpyridin-2-yl)-2H,3H,4H-pyrido[3,2-b][1,4]Oxazine-4-carboxylic acid tert-butyl ester